6-[m-(benzylaminosulfonyl)phenyl]-4-{[(tetrahydro-2H-pyran-4-yl)methyl]amino}-1,3,5-triazanaphthalene C(C1=CC=CC=C1)NS(=O)(=O)C=1C=C(C=CC1)C=1N=C2C(=NC=NC2=CC1)NCC1CCOCC1